2-((Boc)amino)-4-(trifluoromethoxy)benzoic acid ethyl ester C(C)OC(C1=C(C=C(C=C1)OC(F)(F)F)NC(=O)OC(C)(C)C)=O